CCCCCCCC/C=C\\CCCCCC/C=C\\OC[C@H](COP(=O)([O-])OCC[N+](C)(C)C)O The molecule is a 1-(Z)-alk-1-enyl-sn-glycero-3-phosphocholine in which the alkenyl group is (1Z,9Z)-octadecadienyl. It has a role as a mouse metabolite and a human metabolite.